2-(3-bromo-6-oxopyridazin-1(6H)-yl)-N,N-Dimethylacetamide BrC1=NN(C(C=C1)=O)CC(=O)N(C)C